ClC1=CC(=C(C=C1)C1=NC=C(C=N1)CCN)OC=1N(N=C(N1)C1=CC=CC=C1)C 2-[2-[4-chloro-2-[(2-methyl-5-phenyl-1,2,4-triazol-3-yl)oxy]phenyl]pyrimidin-5-yl]ethanamine